C1(CC1)CNC1=C2C(=NC=3C=C(C(=CC13)OC)OC1C(CCCC1)CN1CCCC1)CCC2 N-(cyclopropylmethyl)-7-methoxy-6-({2-[(pyrrolidin-1-yl)methyl]cyclohexyl}oxy)-1H,2H,3H-cyclopenta[b]quinolin-9-amine